N-(1-methylethyl)-2-(1-piperazinyl)-6-benzothiazolecarboxamide CC(C)NC(=O)C1=CC2=C(N=C(S2)N2CCNCC2)C=C1